N1(N=CC=C1)CC1=CC2=C(C(=NO2)N)C2=C1CCCO2 5-((1H-pyrazol-1-yl)methyl)-3,4-dihydro-2H-benzopyrano[8,7-d]isoxazol-9-amine